1,3-di(1-methyl-vinyl)benzene CC(=C)C1=CC(=CC=C1)C(=C)C